4-hydroxyphenylethyl ((3,5,6-trimethylpyrazin-2-yl) methyl) carbonate C(OCCC1=CC=C(C=C1)O)(OCC1=NC(=C(N=C1C)C)C)=O